CC1=C(C=CC(=C1)C1=C(N=CS1)C)CN (2-methyl-4-(4-methylthiazol-5-yl)phenyl)methanamine